2,2,4-trimethyl-1,3-pentanediol di-isobutyrate C(C(C)C)(=O)OCC(C(C(C)C)OC(C(C)C)=O)(C)C